2-(2-(1,1-Difluoroethyl)-4-fluorophenyl)-3-(4-((2-(3-(fluoromethyl)azetidine-1-yl)ethyl)sulfonyl)phenoxy)-6H-thieno[2,3-e]indazole FC(C)(F)C1=C(C=CC(=C1)F)C1=C(C=2C(=C3C=NNC3=CC2)S1)OC1=CC=C(C=C1)S(=O)(=O)CCN1CC(C1)CF